O=C1N(C=C(C2=C1C=CN2)C(=O)O)C2CCOCC2 oxo-5-(tetrahydro-2H-pyran-4-yl)-4,5-dihydro-1H-pyrrolo[3,2-c]pyridine-7-carboxylic acid